COC=1C=C(C=C(C1)C(F)(F)F)C(CCC(C)C)O 1-(3-methoxy-5-(trifluoromethyl)phenyl)-4-methylpentan-1-ol